(+-)-N-(1-(3-chloro-5-methoxypyrazin-2-yl)pent-4-en-1-yl)-4-methoxyaniline ClC=1C(=NC=C(N1)OC)[C@@H](CCC=C)NC1=CC=C(C=C1)OC |r|